2-p-tolyl-1,2,3,4-tetrahydroisoquinoline C1(=CC=C(C=C1)N1CC2=CC=CC=C2CC1)C